Methyl 5-((1r,4r)-4-((benzyloxy)methyl)cyclohexanecarboxamido)-2-bromo-4-(methylamino)benzoate C(C1=CC=CC=C1)OCC1CCC(CC1)C(=O)NC=1C(=CC(=C(C(=O)OC)C1)Br)NC